dimethyl-2-{[5-(piperazin-1-yl)pyridin-2-yl]amino}-7H-pyrrolo[2,3-d]pyrimidine-6-carboxamide CC1=C(NC=2N=C(N=C(C21)C)NC2=NC=C(C=C2)N2CCNCC2)C(=O)N